C(CC)N(C(N(CCC)CCC)=N)CCC tetrapropylguanidine